7-[(3S)-4-ethyl-3-methylpiperazin-1-yl]-2-(2-methyl-1,3-benzoxazol-6-yl)-4H-quinolizin-4-one C(C)N1[C@H](CN(CC1)C1=CN2C(C=C(C=C2C=C1)C1=CC2=C(N=C(O2)C)C=C1)=O)C